ClCC1=C(C=CC=C1CCC)I 2-(chloromethyl)-1-iodo-3-propylbenzene